C1(=CC=CC=C1)C(CCC=1C(=NC2=CC=CC=C2C1)N)C 3-phenylbutylquinoline-2-amine